Samarium (III) Acetate C(C)(=O)[O-].[Sm+3].C(C)(=O)[O-].C(C)(=O)[O-]